The molecule is a 3-hydroxy fatty acyl-CoA that results from the formal condensation of the thiol group of coenzyme A with the carboxy group of 3-hydroxyhexacosanoic acid. It derives from a 3-hydroxyhexacosanoic acid. It is a conjugate acid of a 3-hydroxyhexacosanoyl-CoA(4-). CCCCCCCCCCCCCCCCCCCCCCCC(CC(=O)SCCNC(=O)CCNC(=O)[C@@H](C(C)(C)COP(=O)(O)OP(=O)(O)OC[C@@H]1[C@H]([C@H]([C@@H](O1)N2C=NC3=C(N=CN=C32)N)O)OP(=O)(O)O)O)O